(2R)-2-[[4-(2,6-dichloro-4-fluoro-phenyl)-7-quinolyl]oxy]-1-[(2S)-2-methyl-1-piperidyl]propan-1-one ClC1=C(C(=CC(=C1)F)Cl)C1=CC=NC2=CC(=CC=C12)O[C@@H](C(=O)N1[C@H](CCCC1)C)C